(2S,3R)-2-((((1s,4R)-4-(2-hydroxyphenyl)cyclohexyl)oxy)methyl)-5-methyl-3,4-dihydro-2H-pyrrol-3-ol OC1=C(C=CC=C1)C1CCC(CC1)OC[C@@H]1N=C(C[C@H]1O)C